3-methyl-2-{[(3R,6R)-6-methyl-1-{[2-(1,3-thiazol-2-yl)phenyl]carbonyl}piperidin-3-yl]oxy}pyridine-4-carbonitrile CC=1C(=NC=CC1C#N)O[C@H]1CN([C@@H](CC1)C)C(=O)C1=C(C=CC=C1)C=1SC=CN1